BrC=1C=C(C(=C(C1)N1C[C@H](N(CC1)C(C(C)C)=O)C)[N+](=O)[O-])NC=1SC(=NN1)C(F)F 1-[(2R)-4-(5-bromo-3-{[5-(difluoromethyl)-1,3,4-thiadiazol-2-yl]amino}-2-nitrophenyl)-2-methylpiperazin-1-yl]-2-methylpropan-1-one